4-amino-2,3,6-triiodo-benzoic acid NC1=C(C(=C(C(=O)O)C(=C1)I)I)I